C12CNCC(CC1)N2C2=NC(=NC=1CC3(CCC4=CC=CC=C34)CCC21)OC[C@H]2N(CCC2)C 4-(3,8-Diazabicyclo[3.2.1]octan-8-yl)-2-[[(2S)-1-methylpyrrolidin-2-yl]methoxy]spiro[6,8-dihydro-5H-quinazoline-7,1'-indane]